(5S)-3-(2,6-difluorophenyl)-5-methyl-11-oxa-9-thia-4,7-diazatricyclo[8.5.0.02,8]pentadeca-1(10),2(8),3-triene-6-thione FC1=C(C(=CC=C1)F)C=1C=2C=3CCCCOC3SC2NC([C@@H](N1)C)=S